5-[3-(prop-2-enoylamino)phenyl]-1-(2-trimethylsilylethoxymethyl)pyrazolo[3,4-c]pyridine-3-carboxylic acid C(C=C)(=O)NC=1C=C(C=CC1)C=1C=C2C(=CN1)N(N=C2C(=O)O)COCC[Si](C)(C)C